C(CCCCCCC=C)O[C@H](COCCOCCOCCOCCOC1=CC=CC=C1)COCCCCCCCC=C 2-[2-[2-[2-[(2S)-2,3-bis(non-8-enoxy)propoxy]ethoxy]ethoxy]ethoxy]ethoxybenzene